1-(5-Fluoropyridin-2-yl)-1H-pyrazol-3-amine FC=1C=CC(=NC1)N1N=C(C=C1)N